NC=1C(NC=CN1)=[Se] aminopyrazineselon